N1(CCC1)C1=NC=C(C=N1)[C@](C)([2H])N1N=CC(=C1)NC(=O)C1=NC(=CN=C1)C1=C(C(=CC=C1C(F)F)Cl)F |o1:10| (R or S)-N-(1-(1-(2-(azetidin-1-yl)pyrimidin-5-yl)ethyl-1-d)-1H-pyrazol-4-yl)-6-(3-chloro-6-(difluoromethyl)-2-fluorophenyl)pyrazine-2-carboxamide